COC(=O)C1=CC2=C(N(C(=N2)C2=CC=3C(=NC(=CC3)[C@@H](C)N)N2CCCC=C)C)C=C1F.C(C1=CC=CC=C1)C1CCN(CC1)C(=O)C=1C=C2CC(NC2=CC1)=O 5-(4-benzylpiperidine-1-carbonyl)indolin-2-one methyl-(R)-2-(6-(1-aminoethyl)-1-(pent-4-en-1-yl)-1H-pyrrolo[2,3-b]pyridin-2-yl)-6-fluoro-1-methyl-1H-benzo[d]imidazole-5-carboxylate